NC(CCNC1CN(C1)C(=O)OC(C)(C)C)=O tert-butyl 3-[(3-amino-3-oxo-propyl)amino]azetidine-1-carboxylate